N-{2-[(6-amino-5-chloro-2-{[4-(4-methylpiperazin-1-yl)phenyl]amino}pyrimidin-4-yl)amino]phenyl}prop-2-enamide NC1=C(C(=NC(=N1)NC1=CC=C(C=C1)N1CCN(CC1)C)NC1=C(C=CC=C1)NC(C=C)=O)Cl